[N+](=[N-])=NC(C(=O)C=[N+]=[N-])=O bis-Diazopyruvamid